ethyl 2-(1-(aminomethyl)cyclopropyl)acetate NCC1(CC1)CC(=O)OCC